1-((3R,5R,8R,9R,10S,13S,14S,15R,17S)-15-Ethyl-3-hydroxy-3,13-dimethylhexadecahydro-1H-cyclopenta[a]phenanthren-17-yl)-2-(5-methyl-2H-tetrazol-2-yl)ethan-1-one C(C)[C@H]1[C@H]2[C@@H]3CC[C@@H]4C[C@](CC[C@@H]4[C@H]3CC[C@@]2([C@H](C1)C(CN1N=C(N=N1)C)=O)C)(C)O